CN1C(=CC=2C=NC(=CC21)NC2=CC=CC=C2)C=2C=NN(C2)C 1-methyl-2-(1-methyl-1H-pyrazol-4-yl)-N-phenyl-1H-pyrrolo[3,2-c]pyridin-6-amine